1-(4-Chloro-2-fluorophenyl)ethanone ClC1=CC(=C(C=C1)C(C)=O)F